FC(CC)(F)C=1C=C(C=CC1)NC(=O)C=1[N+](=C(NC1C)C=1C=C(C(=CC1O)OC)C1=C(C=CC=C1C)C)[O-] 4-((3-(1,1-difluoropropyl)phenyl)carbamoyl)-2-(4-hydroxy-6-methoxy-2',6'-dimethyl-[1,1'-biphenyl]-3-yl)-5-methyl-1H-imidazole 3-oxide